4,5-dichloro-N-(pyrimidine-5-yl)-2-(4-(trifluoromethoxy)phenoxy)benzamide ClC1=CC(=C(C(=O)NC=2C=NC=NC2)C=C1Cl)OC1=CC=C(C=C1)OC(F)(F)F